3-(3-((tert-butyldimethylsilyl)oxy)propoxy)-4-nitro-1-(oxepan-4-yl)-1H-pyrazole [Si](C)(C)(C(C)(C)C)OCCCOC1=NN(C=C1[N+](=O)[O-])C1CCOCCC1